O=C1CN(CCN1)C1=NC(=NC(=C1)NCN1S(C2=C(C1=O)C=CC=C2)(=O)=O)NC=2SC(=C(N2)C)C(=O)OCC 2-[[4-[3-Oxo-1-piperazinyl]-6-[[(1,1-dioxido-3-oxo-1,2-benzisothiazol-2(3H)-yl)methyl]amino]-2-pyrimidinyl]amino]-4-methyl-5-thiazolecarboxylic acid, ethyl ester